C(\C=C\C1=CC=C(C=C1)O)(=O)NCCC1=CNC2=CC=C(C=C12)O N-(p-coumaroyl)-5-hydroxytryptamine